9-(1-mercaptoethyl)anthracene SC(C)C=1C2=CC=CC=C2C=C2C=CC=CC12